ClC=1C=C(OCCC(C(=O)O)C)C=CC1C=1N(C2=NC=NC(=C2N1)OC1(CC1)C)CC1=CC(=CC=C1)C(C)(F)F 4-(3-chloro-4-(9-(3-(1,1-difluoroethyl)benzyl)-6-(1-methylcyclopropoxy)-9H-purin-8-yl)phenoxy)-2-methylbutanoic acid